C(C)(C)C1=CC(=NN1)C(=O)N1CC2(CN(C2)C(=O)OC(C)(C)C)C1 tert-Butyl 6-(5-isopropyl-1H-pyrazole-3-carbonyl)-2,6-diazaspiro[3.3]heptane-2-carboxylate